1-tetrahydro-2H-pyran-4-ylmethanamine O1CCC(CC1)CN